ethyl(tert-butoxycarbonyl) tryptophanate N[C@@H](CC1=CNC2=CC=CC=C12)C(=O)OC(=O)OC(CCC)(C)C